7-[5-chloranyl-2-[2-[(6R)-6-(4-methoxy-1-piperidyl)-2,6-di(methyl)-4-oxidanylidene-7,8-dihydro-5H-quinazolin-3-yl]ethoxy]phenyl]-5-methyl-thieno[3,2-b]pyridine-3-carboxylic acid ClC=1C=CC(=C(C1)C1=C2C(=NC(=C1)C)C(=CS2)C(=O)O)OCCN2C(=NC=1CC[C@@](CC1C2=O)(C)N2CCC(CC2)OC)C